(R)-1-(2-chlorophenyl)ethanol ClC1=C(C=CC=C1)[C@@H](C)O